5-amino-1H-benzo[d]imidazole-2-thiol NC1=CC2=C(NC(=N2)S)C=C1